Br.NC=1SC(=C(N1)CC(=O)O)C1=CC=CC=C1 2-amino-5-phenylthiazole-4-acetic acid hydrobromide salt